titanium (IV) bis(ethyl-3-oxo-hexanoate) C(C)C(C(=O)[O-])C(CCC)=O.C(C)C(C(=O)[O-])C(CCC)=O.[Ti+4]